CC([O-])C.[Y+3].CC([O-])C.CC([O-])C yttrium iso-propoxide